Methyl 5-(4-((3-ethyl-2-oxo-2,3-dihydro-1H-pyrimido[4,5,6-de]quinazolin-8-yl)methyl)piperazin-1-yl)-6-methylpicolinate C(C)N1C(NC2=CC(=CC=3C2=C1N=CN3)CN3CCN(CC3)C=3C=CC(=NC3C)C(=O)OC)=O